diethyl dimaleate C(\C=C/C(=O)[O-])(=O)OCC.C(\C=C/C(=O)[O-])(=O)OCC